1,2,3-cyclopropanetriylidenetris[2,3,4,5,6-pentafluorophenylacetonitrile] C1(C(C1=C(C#N)C1=C(C(=C(C(=C1F)F)F)F)F)=C(C#N)C1=C(C(=C(C(=C1F)F)F)F)F)=C(C#N)C1=C(C(=C(C(=C1F)F)F)F)F